CN1C(=NC(=N1)CO)NCCCOC2=CC=CC(=C2)CN3CCCCC3 The molecule is a triazole that consists of 1,2,4-triazole bearing a methyl substituent at position 1, a hydroxymethyl substituent at position 3 and a {3-[3-(piperidin-1-ylmethyl)phenoxy]propyl}amino group at position 5. A highly potent and selective H2-receptor antagonist. It has a role as a H2-receptor antagonist. It is a member of triazoles, a member of piperidines, an aromatic ether and a primary alcohol.